2-(3-trimethoxysilylpropylcarbamoyloxy)ethyl prop-2-enoate C(C=C)(=O)OCCOC(NCCC[Si](OC)(OC)OC)=O